C[C@H]1CC[C@@H](NC1)C=1C=CC2=C(N=C(S2)[C@@H](CN2CCCC2)C)C1 |&1:15| Racemic-5-[(2R,5S)-5-methyl-2-piperidyl]-2-[1-methyl-2-pyrrolidin-1-yl-ethyl]-1,3-benzothiazole